C(CCCCCCCCC)OC(CCCCCC=CCCC=CCCCC)OCCCCCCCCCC 16,16-didecyloxy-5,9-hexadecadiene